C1=CC=CC2=CC=CC(=C12)C1=NC=CC=C1 8-naphthylpyridine